4,6-Dichloro-3-(4'-(difluoromethyl)-[1,1'-biphenyl]-4-yl)-7-methoxy-2-methylquinoline ClC1=C(C(=NC2=CC(=C(C=C12)Cl)OC)C)C1=CC=C(C=C1)C1=CC=C(C=C1)C(F)F